ClC=1C=C(C=C(C1)Cl)C1=NC(=CC(=C1)CN1CCC(CC1)CC(=O)O)OC=1C=NC(=NC1)N1CCN(CC1)CC 2-(1-((2-(3,5-dichlorophenyl)-6-((2-(4-ethylpiperazin-1-yl)pyrimidin-5-yl)oxy)pyridin-4-yl)methyl)piperidin-4-yl)acetic acid